8-(Benzyloxy)-4-(3-chlorophenyl)-7-(methoxycarbonyl)-1,6-naphthyridine-5-carboxylic acid C(C1=CC=CC=C1)OC1=C(N=C(C=2C(=CC=NC12)C1=CC(=CC=C1)Cl)C(=O)O)C(=O)OC